methyl 2-((3-methyl-4-(2-methylbenzamido)phenyl)sulfonamido)-2-(piperidin-4-yl)acetate CC=1C=C(C=CC1NC(C1=C(C=CC=C1)C)=O)S(=O)(=O)NC(C(=O)OC)C1CCNCC1